Boc-6-bromo-5-methoxypyridine-3-amine-d tert-butyl-1-(3-(3-cyano-4-fluorophenyl)-1-methylureido)-8-fluoro-6-oxo-1,4,5,6-tetrahydrobenzo[c][1,7]naphthyridine-3(2H)-carboxylate C(C)(C)(C)OC(=O)N1CC(C=2C3=C(C(NC2C1)=O)C=C(C=C3)F)N(C(=O)NC3=CC(=C(C=C3)F)C#N)C.C(=O)(OC(C)(C)C)C3=NC(=C(C=C3N[2H])OC)Br